4-(4-(4-(trifluoromethyl)phenyl)piperidine-1-carbonyl)phenylpiperidine-1-carboxylic acid tert-butyl ester C(C)(C)(C)OC(=O)N1C(CCCC1)C1=CC=C(C=C1)C(=O)N1CCC(CC1)C1=CC=C(C=C1)C(F)(F)F